CCC(CC)N1N=CC(=C1)C=1C=2N(C=C(N1)C=1C=NN(C1)C[C@H](C)O)N=CC2 (S)-1-(4-(4-(1-(pentan-3-yl)-1H-pyrazol-4-yl)pyrazolo[1,5-a]pyrazin-6-yl)-1H-pyrazol-1-yl)propan-2-ol